NC=1C(=C(C(=C(C(=O)OC)C1I)I)C(=O)[O-])I monomethyl 5-amino-2,4,6-triiodoisophthalate